C(C)(C)(C)NS(=O)(=O)C=1SC(=C(C1C1=CC=C(C=C1)CN1C(=NC=C1)C(C)(C)O)F)CC(C)C N-(tert-butyl)-4-fluoro-3-(4-((2-(2-hydroxypropan-2-yl)-1H-imidazol-1-yl)methyl)phenyl)-5-isobutylthiophene-2-sulfonamide